methyl 2-(3-(N,N-bis(4-methoxybenzyl) sulfamoyl)-1H-pyrazol-1-yl)-2-methylpropionate COC1=CC=C(CN(S(=O)(=O)C2=NN(C=C2)C(C(=O)OC)(C)C)CC2=CC=C(C=C2)OC)C=C1